CN1N=CC(=C1)C1=CC=C(C=C1)C1=NC(=NO1)C1CN(CC1)C#N 3-(5-(4-(1-methyl-1H-pyrazol-4-yl)phenyl)-1,2,4-oxadiazol-3-yl)pyrrolidine-1-carbonitrile